N-[6-(1,4-diazepan-1-yl)-2-(pyrrolidin-1-yl)pyrimidin-4-yl]-1-(propan-2-yl)-1H-pyrazolo[4,3-c]pyridin-6-amine N1(CCNCCC1)C1=CC(=NC(=N1)N1CCCC1)NC1=CC2=C(C=N1)C=NN2C(C)C